2-({6-[(1,3-benzothiazol-2-yl)amino]-4,5-dimethylpyridazin-3-yl}amino)-5-(3-methoxypropyl)-1,3-thiazole-4-carboxylic acid S1C(=NC2=C1C=CC=C2)NC2=C(C(=C(N=N2)NC=2SC(=C(N2)C(=O)O)CCCOC)C)C